C(N)(=O)[C@H]1N(C[C@]2(C1)C(NC(C2)C2=CC=CC=C2)=O)C(=O)OC(C)(C)C t-Butyl (3S,5S)-3-carbamoyl-6-oxo-8-phenyl-2,7-diazaspiro[4.4]nonane-2-carboxylate